C1=CC=CC=2C3=CC=CC=C3CC12 FLUOREN